NC=1C=C(C=CC1C1=C(C=NN1C)C#N)CN(C(=O)C=1C=NC(=CC1)C(F)(F)F)C=1C(=NC=CC1)S(=O)(=O)C N-{[3-amino-4-(4-cyano-1-methyl-1H-pyrazol-5-yl)phenyl]methyl}-N-(2-methanesulfonylpyridin-3-yl)-6-(trifluoromethyl)pyridine-3-carboxamide